N-[(6-Amino-2-pyridyl)sulfonyl]-6-(3-fluoro-5-isobutoxyphenyl)-2-(4-methylen-1-piperidyl)pyridin-3-carboxamid NC1=CC=CC(=N1)S(=O)(=O)NC(=O)C=1C(=NC(=CC1)C1=CC(=CC(=C1)OCC(C)C)F)N1CCC(CC1)=C